[8-(1-octylnonoxy)-8-oxo-octyl] (2S)-4-[3-(dimethylamino)propoxy]pyrrolidine-2-carboxylate CN(CCCOC1C[C@H](NC1)C(=O)OCCCCCCCC(=O)OC(CCCCCCCC)CCCCCCCC)C